ClC1=C(C=CC=C1)[C@@H](OC=1C=NC(=NC1)C(=O)N[C@H](C)\C=C\S(=O)(=O)C)[C@H]1OCCC1 5-((R)-(2-chlorophenyl)((S)-tetrahydrofuran-2-yl)methoxy)-N-((R,E)-4-(methylsulfonyl)but-3-en-2-yl)pyrimidine-2-carboxamide